(S)-2-(4,5-dibromothiophene-2-carboxamido)-N6-ethyl-N1-(1-(2-(2-adamantylamino)-2-oxoethyl)-2-oxo-1,2-dihydropyridin-3-yl)-5-oxohexanediamide BrC=1C=C(SC1Br)C(=O)N[C@H](C(=O)NC=1C(N(C=CC1)CC(=O)NC1C2CC3CC(CC1C3)C2)=O)CCC(C(=O)NCC)=O